(1S,4s)-4-((((R)-2-(3-Fluorophenyl)-2-hydroxyethyl)amino)methyl)-cyclohexan-1-ol FC=1C=C(C=CC1)[C@H](CNCC1CCC(CC1)O)O